N1=CC=C2C1=CC=N2 pyrrolo-pyrrole